(1R)-6-chloro-N-[2,4-difluoro-3-(8-methoxy-2-{[1-(pyridin-4-yl)piperidin-4-yl]amino}quinazolin-6-yl)phenyl]-1-hydroxy-2,3-dihydro-1H-indene-4-sulfonamide ClC=1C=C(C=2CC[C@H](C2C1)O)S(=O)(=O)NC1=C(C(=C(C=C1)F)C=1C=C2C=NC(=NC2=C(C1)OC)NC1CCN(CC1)C1=CC=NC=C1)F